2-[(4-benzylpiperazin-1-yl)carbonyl]-1H-indole C(C1=CC=CC=C1)N1CCN(CC1)C(=O)C=1NC2=CC=CC=C2C1